(±)-Tert-butyl 4-(6-((5-fluoro-4-(8-fluoro-4-(1-hydroxyethyl)-2-methylquinolin-6-yl)pyrimidin-2-yl)amino)pyridin-3-yl)piperazine-1-carboxylate FC=1C(=NC(=NC1)NC1=CC=C(C=N1)N1CCN(CC1)C(=O)OC(C)(C)C)C=1C=C2C(=CC(=NC2=C(C1)F)C)[C@@H](C)O |r|